distearylglutamic acid C(CCCCCCCCCCCCCCCCC)N([C@@H](CCC(=O)O)C(=O)O)CCCCCCCCCCCCCCCCCC